3-(methoxymethyl)azetidine-1-sulfonyl chloride COCC1CN(C1)S(=O)(=O)Cl